NC=1C(=NC(=C(N1)C=1OC=CN1)C=1C=CC=2N(C1)C=CN2)C(=O)NCC=2N=CSC2C 3-amino-6-(imidazo[1,2-a]pyridin-6-yl)-N-((5-methylthiazol-4-yl)methyl)-5-(oxazol-2-yl)pyrazine-2-carboxamide